5-(benzothiazol-2-yl)-2-hydroxybenzaldehyde S1C(=NC2=C1C=CC=C2)C=2C=CC(=C(C=O)C2)O